C(CCC)OC(C)=O.C(C)(=O)OC(C)CC sec-butyl acetate butyl-acetate